CC([O-])C.C(C)[Zn+] ethylzinc isopropoxide